CC12C(C(CC(N2[C@@H](CC1)C(=O)OCC)=O)=O)C(=O)OCC diethyl (3S)-8a-methyl-5,7-dioxooctahydroindolizine-3,8-dicarboxylate